O=C1NC2(CN(C2)C(=O)N2CC3(C2)CC(C3)NS(=O)(=O)C3=CC(=CC=C3)C(F)(F)F)COC1 N-[2-(6-oxo-8-oxa-2,5-diazaspiro[3.5]nonane-2-carbonyl)-2-azaspiro[3.3]heptan-6-yl]-3-(trifluoromethyl)benzenesulfonamide